F[C@@H]1[C@@H](C1)C(=O)NC=1SC2=C(N1)C=CC(=C2)C=2C=NC(=CC2C)CO (1s,2s)-2-fluoro-N-(6-(6-(hydroxymethyl)-4-methylpyridin-3-yl)benzo[d]thiazol-2-yl)cyclopropane-1-carboxamide